C(C)(C)C1=C(NC2=CC=C(C=C12)C1CCN(CC1)CC1CCOCC1)C=1C=C(C(N(C1)C)=O)C=1C=NC=NC1 5-(3-isopropyl-5-(1-((tetrahydro-2H-pyran-4-yl)methyl)piperidin-4-yl)-1H-indol-2-yl)-1-methyl-3-(pyrimidin-5-yl)pyridin-2(1H)-one